N-[[7-[2-fluoro-4-(trifluoromethoxy)phenyl]-4-(hydroxymethyl)-2,3-dihydrobenzofuran-5-yl]methyl]prop-2-enamide FC1=C(C=CC(=C1)OC(F)(F)F)C1=CC(=C(C=2CCOC21)CO)CNC(C=C)=O